tert-butyl-(NZ)-N-[(tert-butoxycarbonylamino)-pyrazol-1-ylmethylene]Urethane C(C)(C)(C)C(OC(\N=C(/N1N=CC=C1)\NC(=O)OC(C)(C)C)=O)C